[Cl-].C(CCCCCCCCCCC)N1C(=[N+](C=C1)CC1=CC=CC=C1)C 1-dodecyl-2-Methyl-3-benzylimidazolium chloride